(3-(((1R,4S)-4-(4-Methylpyrimidin-5-yl)cyclohexyl)methyl)-1,2,3-oxadiazol-3-ium-5-yl)((2-(trifluoromethyl)pyridin-4-yl)carbamoyl)-amide CC1=NC=NC=C1C1CCC(CC1)C[N+]1=NOC(=C1)[N-]C(NC1=CC(=NC=C1)C(F)(F)F)=O